CC1=NC(=CC(=N1)NC1=NC=C(C(=O)NOCC)C(=C1)NC1=C(C=C(C=C1)OC)N(S(=O)(=O)C1CC1)C)C 6-((2,6-dimethyl-pyrimidin-4-yl)amino)-N-ethoxy-4-((4-methoxy-2-(N-methyl-cyclopropylsulfonamido)phenyl)amino)nicotinamide